(1R,2s)-2-(3-{[5-(azetidine-1-carbonyl)-3-methoxypyridin-2-yl]amino}-1H-indazol-6-yl)-5'-methoxyspiro[cyclopropane-1,3'-indol]-2'(1'H)-one N1(CCC1)C(=O)C=1C=C(C(=NC1)NC1=NNC2=CC(=CC=C12)[C@@H]1C[C@@]12C(NC1=CC=C(C=C21)OC)=O)OC